OC(C(=O)N1CCN(CC1)C1(CCOCC1)C1=CC=C(C=C1)[C@H](C)NC=1N=CC2=C(N1)N(C(C=C2)=O)C(C)C)CO 2-{[(1S)-1-(4-{4-[4-(2,3-dihydroxypropanoyl)piperazin-1-yl]tetrahydro-2H-pyran-4-yl}phenyl)ethyl]amino}-8-(propan-2-yl)pyrido[2,3-d]pyrimidin-7(8H)-on